C(C1=CC=CC=C1)N1CCC(CC1)CCNC(=O)N1[C@H](CN(CC1)C1=CC(=C(C=C1)OC(F)(F)F)F)C (2S)-N-[2-(1-benzylpiperidin-4-yl)ethyl]-4-[3-fluoro-4-(trifluoromethoxy)phenyl]-2-methylpiperazine-1-carboxamide